C(CC)S(=O)(=O)[O-].C(CCCCCCCCCCCCC)C(C(=O)N)=C.[K+] potassium 2-tetradecylacrylamide propanesulfonate